ClC=1C(=NC(=NC1)C=1N(C=CN1)C)NC1=CC2=C(N(C(N2CCC(C)(C)O)=O)C)C=C1 5-((5-chloro-2-(1-methyl-1H-imidazol-2-yl)pyrimidin-4-yl)amino)-3-(3-hydroxy-3-methylbutyl)-1-methyl-1,3-dihydro-2H-benzo[d]imidazol-2-one